CCCCCCCCCCCCCCCC(=O)OC(CCCCCCCC)CCCCCCCCC(=O)[O-] The molecule is a FAHFA obtained by formal condensation of the carboxy group of palmitic acid with the hydroxy group of 10-hydroxystearic acid. It has a role as an anti-inflammatory agent, a hypoglycemic agent and a human metabolite. It is a FAHFA and a long-chain fatty acid. It derives from a hexadecanoic acid and an octadecanoic acid. It is a conjugate acid of a 10-PAHSA(1-).